C1(CC1)C1=NN=C(O1)C(=O)N 5-cyclopropyl-1,3,4-oxadiazole-2-carboxamide